1-(3,3-Dimethyltetrahydro-2H-pyran-4-yl)ethan-1-one CC1(COCCC1C(C)=O)C